BrC1=CC=C2C(=NN(C(C2=C1)=O)CC(=O)OC)CO methyl 2-(7-bromo-4-(hydroxymethyl)-1-oxophthalazin-2(1H)-yl)acetate